2-(3-chlorophenyl)-2-methyl-1-(naphthalen-2-yl)propyl ((S)-3-cyclohexyl-1-(((S)-4-(diethylamino)-3,4-dioxo-1-((S)-2-oxopyrrolidin-3-yl)butan-2-yl)amino)-1-oxopropan-2-yl)carbamate C1(CCCCC1)C[C@@H](C(=O)N[C@@H](C[C@H]1C(NCC1)=O)C(C(=O)N(CC)CC)=O)NC(OC(C(C)(C)C1=CC(=CC=C1)Cl)C1=CC2=CC=CC=C2C=C1)=O